benzyl N-(tert-butoxycarbonyl)-O-phenyl-L-homoserylglycinate C(C)(C)(C)OC(=O)N[C@@H](CCOC1=CC=CC=C1)C(=O)NCC(=O)OCC1=CC=CC=C1